N[C@@H](COC(C(F)(F)F)(C)C)C1=NC2=C(N1)C=CC(=C2)[C@@H](COC)N2C(N[C@@H](C2)C(F)(F)F)=O |o1:1| (S)-1-((S)-1-(2-((R*)-1-Amino-2-((1,1,1-trifluoro-2-methylpropan-2-yl)oxy)ethyl)-1H-benzo[d]imidazol-5-yl)-2-methoxyethyl)-4-(trifluoromethyl)imidazolidin-2-one